N-(4-amino-1H-pyrazolo[4,3-c]pyridin-7-yl)-N'-methyl-N'-[1-[5-(trifluoromethyl)-2-pyridyl]ethyl]oxamide NC1=NC=C(C2=C1C=NN2)NC(=O)C(=O)N(C(C)C2=NC=C(C=C2)C(F)(F)F)C